ClC1=C(C=C2C(=N1)N=C(O2)N2CCOCC2)C(=O)NC2=C(C(=CC=C2)C=2C=NN(C2)C)OC Chloro-N-(2-methoxy-3-(1-methyl-1H-pyrazol-4-yl)phenyl)-2-morpholinooxazolo[4,5-b]pyridine-6-carboxamide